2,2'-(3'-(3-(10H-phenothiazin-10-yl)phenyl)-3,3''-di(10H-phenothiazin-10-yl)-[1,1':2',1''-terphenyl]-4',5'-diyl)bis(benzo[d]oxazole) C1=CC=CC=2SC3=CC=CC=C3N(C12)C=1C=C(C=CC1)C1=C(C(=CC(=C1C=1OC2=C(N1)C=CC=C2)C=2OC1=C(N2)C=CC=C1)C1=CC(=CC=C1)N1C2=CC=CC=C2SC=2C=CC=CC12)C1=CC(=CC=C1)N1C2=CC=CC=C2SC=2C=CC=CC12